O1C(OCC1)C1CCN(CC1)C=1C=C(CN2C(N(C(CC2)=O)COCC[Si](C)(C)C)=O)C=CC1 1-(3-(4-(1,3-dioxolan-2-yl)piperidin-1-yl)benzyl)-3-((2-(trimethylsilyl)ethoxy)methyl)dihydropyrimidine-2,4(1H,3H)-dione